((S)-1-((((2S,3S,4R,5R)-5-(6-chloro-4-(cyclopentylamino)-1H-pyrazolo[3,4-d]pyrimidin-1-yl)-3,4-dihydroxytetrahydrofuran-2-yl)methyl)sulfonyl)-2-phenylethyl)phosphonic acid ClC1=NC(=C2C(=N1)N(N=C2)[C@H]2[C@@H]([C@@H]([C@H](O2)CS(=O)(=O)[C@@H](CC2=CC=CC=C2)P(O)(O)=O)O)O)NC2CCCC2